FC1(CCN(CC1)C1=C(C=CC(=N1)NC(C1=C(C=C(C=C1)NS(=O)(=O)CC)N1C[C@@H]2CC[C@H](C1)C21CC1)=O)OC)F N-(6-(4,4-difluoropiperidin-1-yl)-5-methoxypyridin-2-yl)-4-(ethylsulfonamido)-2-((1R,5S)-3-azaspiro[bicyclo[3.2.1]octane-8,1'-cyclopropane]-3-yl)benzamide